C(C)(C)OC(=O)C1C(CCCC1)C(=O)OC(C)C cyclohexane-1,2-dicarboxylic acid diisopropyl ester